(1R,2R)-2-fluoro-N-[3-(5-fluoro-4-methylpyridin-3-yl)-1-methyl-2-oxo-1,6-naphthyridin-7-yl]cyclopropane-1-carboxamide F[C@H]1[C@H](C1)C(=O)NC1=NC=C2C=C(C(N(C2=C1)C)=O)C=1C=NC=C(C1C)F